OC=1C(C(=CN2CC3N(C(CCN3CC(C)C)CC(C)C)C(C21)=O)C(=O)N)=O 7-hydroxy-1,4-bis(2-methylpropyl)-6,8-dioxo-1,2,3,4,6,8,12,12a-octahydropyrido[1',2':4,5]pyrazino[1,2-a]pyrimidine-9-carboxamide